(S)-6-(azetidin-1-yl)-N-(2-(2-methylpiperazin-1-yl)pyrimidin-5-yl)nicotinamide N1(CCC1)C1=NC=C(C(=O)NC=2C=NC(=NC2)N2[C@H](CNCC2)C)C=C1